n-nonyl-maleic acid C(CCCCCCCC)/C(/C(=O)O)=C/C(=O)O